3-amino-N-(3-(4-aminopiperidin-1-yl)pyridin-2-yl)-6-(1H-indazol-4-yl)pyrazine-2-carboxamide NC=1C(=NC(=CN1)C1=C2C=NNC2=CC=C1)C(=O)NC1=NC=CC=C1N1CCC(CC1)N